N,5-dimethyl-4-oxo-3H,4H-thieno[2,3-d]pyrimidine-6-carboxamide CNC(=O)C1=C(C2=C(N=CNC2=O)S1)C